C(C)N1CC=CC=C1 1-ethylpyridin